C(C)(C)(C)OC(NCCOCCCO)=O N-[2-(3-hydroxypropoxy)ethyl]carbamic acid tert-butyl ester